C(C)(C)C1=C(NC2=CC=C(C=C12)C1CCNCC1)C1=CC2=C(C(=NO2)N)C=C1 6-(3-isopropyl-5-(piperidin-4-yl)-1H-indol-2-yl)benzo[d]isoxazol-3-amine